tert-butyl 7-((2-((tert-butyldimethylsilyl)oxy)ethyl)sulfonyl)-2-(6-chloropyrazin-2-yl)-2,6,6-trimethylheptanoate [Si](C)(C)(C(C)(C)C)OCCS(=O)(=O)CC(CCCC(C(=O)OC(C)(C)C)(C)C1=NC(=CN=C1)Cl)(C)C